3-fluoro-N-(2-fluoro-4-methyl-5-(8-morpholinoimidazo[1,2-a]pyridin-6-yl)phenyl)-3-(2-fluoropropan-2-yl)pyrrolidine-1-carboxamide FC1(CN(CC1)C(=O)NC1=C(C=C(C(=C1)C=1C=C(C=2N(C1)C=CN2)N2CCOCC2)C)F)C(C)(C)F